(S)-N-glycidylphthalimide C([C@H]1CO1)N1C(C=2C(C1=O)=CC=CC2)=O